6-hydroxy-1-methyl-1,2-dihydro-3H-benzo[e]Indole-3-carboxylic acid tert-butyl ester C(C)(C)(C)OC(=O)N1CC(C=2C3=C(C=CC12)C(=CC=C3)O)C